3-Bromo-11,11-dimethyl-11H-benzo[b]-fluoren BrC1=CC=2C=3C=C4C(=CC3C(C2C=C1)(C)C)C=CC=C4